(3-chloro-6,7-difluoroquinolin-8-yl)-6-ethylpyridin-2-amine hydrochloride Cl.ClC=1C=NC2=C(C(=C(C=C2C1)F)F)C=1C(=NC(=CC1)CC)N